Cl.NC([C@H](C[C@H]1C(NCC1)=O)NC(=O)[C@@H]1[C@H]2C([C@H]2CN1)(C)C)=O (1R,2S,5S)-N-{(2S)-1-amino-1-oxo-3-[(3S)-2-oxopyrrolidin-3-yl]propan-2-yl}-6,6-dimethyl-3-azabicyclo[3.1.0]hexane-2-carboxamide, hydrochloride salt